rac-(1R,2S,5R)-1-amino-5-(2-boronoethyl)-2-((4,4-dimethylpiperidin-1-yl)methyl)cyclohexanecarboxylic acid dihydrochloride Cl.Cl.N[C@]1([C@@H](CC[C@H](C1)CCB(O)O)CN1CCC(CC1)(C)C)C(=O)O |r|